1-(4-chlorophenyl)-2-(1H-1,2,4-triazol-1-yl)ethanone tert-butyl-3'-hydroxyspiro[azetidine-3,2'-bicyclo[3.1.0]hexane]-1-carboxylate C(C)(C)(C)OC(=O)N1CC2(C3CC3CC2O)C1.ClC1=CC=C(C=C1)C(CN1N=CN=C1)=O